CN1CCN(CC1)C(=O)C1=CC=C(C=C1)NC=1N=CC2=C(N1)N1C(=C2)C(NCC12CCCCC2)=O 2'-((4-(4-methylpiperazine-1-carbonyl)phenyl)amino)-7',8'-dihydro-6'H-spiro[cyclohexane-1,9'-pyrazino[1',2':1,5]pyrrolo[2,3-d]pyrimidin]-6'-one